BrCCCCC(=O)[O-] 5-Bromovalerate